(S)-2-hydroxypropyl 4-methylbenzenesulfonate CC1=CC=C(C=C1)S(=O)(=O)OC[C@H](C)O